C1=CCC=CCCC1 1,4-Cyclooctadiene